5-(1-Naphthyl)-9,9-dioxo-2-oxa-9λ6-thia-6,8,15,23-tetraazatetracyclo[15.3.1.13,7.110,14]tricosa-1(20),3,5,7(23),10(22),11,13,17(21),18-nonaen-16-one C1(=CC=CC2=CC=CC=C12)C=1C=C2OC3=CC=CC(C(NC4=CC=CC(S(NC(N1)=N2)(=O)=O)=C4)=O)=C3